8-Methyl-2-[(5-methylpyridin-2-yl)methyl]-4,5-dihydro-2H-furo[2,3-g]indazole-7-carboxylic acid ethyl ester C(C)OC(=O)C1=C(C2=C(CCC3=CN(N=C23)CC2=NC=C(C=C2)C)O1)C